5-((6-Ethoxy-2-(3-(2-(3-methylmorpholino)ethoxy)phenyl)quinazolin-4-yl)amino)isoindolin-1-one C(C)OC=1C=C2C(=NC(=NC2=CC1)C1=CC(=CC=C1)OCCN1C(COCC1)C)NC=1C=C2CNC(C2=CC1)=O